ClC1=CC(=NC2=C3N=C(C=CC3=CC=C12)C(C)C)C 4-chloro-9-isopropyl-2-methyl-1,10-phenanthroline